COC=1C=CC(=NC1OCCC)C=1C=NC=C(C1)C1CB(OC1)O 4-(5-methoxy-6-propoxy-[2,3'-bipyridyl]-5'-yl)-1,2-oxaborolan-2-ol